C(C)(=O)C1=NN(C2=CC=C(C=C12)C=1C=NC(=NC1)CO)CC(=O)OC(C)(C)C tert-Butyl 2-(3-acetyl-5-(2-(hydroxymethyl)pyrimidin-5-yl)-1H-indazol-1-yl)acetate